ethyl 3-((1r,4r)-4-(3-bromo-2-methylphenoxy)cyclohexyl)propanoate BrC=1C(=C(OC2CCC(CC2)CCC(=O)OCC)C=CC1)C